4-(6-(3-(1-(2-(2,6-dioxopiperidin-3-yl)-1,3-dioxoisoindolin-4-yl)piperidin-4-yl)propyl)pyridin-3-yl)-N-(2-(((S)-2-methylpyrrolidin-1-yl)methyl)-1H-benzo[d]imidazol-5-yl)benzamide O=C1NC(CCC1N1C(C2=CC=CC(=C2C1=O)N1CCC(CC1)CCCC1=CC=C(C=N1)C1=CC=C(C(=O)NC2=CC3=C(NC(=N3)CN3[C@H](CCC3)C)C=C2)C=C1)=O)=O